(2,3,5,6-tetrafluorophenyl)propanoic acid FC1=C(C(=C(C=C1F)F)F)C(C(=O)O)C